C(=CC1=CC=CC=C1)C1=C(C=CC=C1)C=CC1=CC=CC=C1 1,2-distyrylbenzene